(3-fluoro-5-methyl-4-(3-(1-(tetrahydro-2H-pyran-4-yl)-1H-pyrazol-4-yl)-1H-pyrazolo[3,4-c]pyridin-5-yl)phenyl)-N-methylmethylamine FC=1C=C(C=C(C1C=1C=C2C(=CN1)NN=C2C=2C=NN(C2)C2CCOCC2)C)N(C)C